C1C=CC=2C(=CC=CC12)O inden-4-ol